C1=C(C=CC2=CC=CC=C12)C(=O)O 2-naphthalenecarboxylic acid